amyl-pentanedione C(CCCC)CC(C(CC)=O)=O